methyl (9Z,12Z)-octadeca-9,12-dienoate C(CCCCCCC\C=C/C\C=C/CCCCC)(=O)OC